4-(2-hydroxypropan-2-yl)-2,3-dihydro-1H-pyrrolo[2,3-c]pyridine-1-carboxylate OC(C)(C)C1=C2C(=CN=C1)N(CC2)C(=O)[O-]